eicosa-5,8,11,14-tetraen-1-ol C(CCCC=CCC=CCC=CCC=CCCCCC)O